BrC=1C=CC(=NC1)C(OCC)OCC 5-bromo-2-(diethoxymethyl)-pyridine